OCC(C)(C)NC(=O)C=1C=2C[C@H]3[C@@H](C2N(N1)C1=NC=C(C=C1)C1=CC=CC=C1)C3 (1aS,5aS)-2-(5-Phenyl-pyridin-2-yl)-1a,2,5,5a-tetrahydro-1H-2,3-diaza-cyclopropa[a]pentalene-4-carboxylic Acid (2-Hydroxy-1,1-dimethyl-ethyl)-amide